ClC=1C=CC(=C(C1)C1=CC(=C(N=N1)OC1COCC1)NC1=CC(=NC=C1)NC(=O)[C@@H]1C[C@H](C1)N1CCN(CC1)C)F Trans-N-(4-{[6-(5-chloro-2-fluorophenyl)-3-(oxolan-3-yloxy)pyridazin-4-yl]amino}pyridin-2-yl)-3-(4-methylpiperazin-1-yl)cyclobutane-1-carboxamide